N1N=CN=C1C1CC2(CN(C2)C(=O)N2CC3(C2)CC(C3)CC3=NC=CC(=C3)C(F)(F)F)C1 [6-(1H-1,2,4-triazol-5-yl)-2-azaspiro[3.3]heptan-2-yl]-[6-[[4-(trifluoromethyl)-2-pyridyl]methyl]-2-azaspiro[3.3]heptan-2-yl]methanone